Cl.NC/C(/CN1N=CN(C1=O)CC=1SC(=CC1)\C=C\C1=CC=C(C=C1)O)=C\F 2-[(2E)-2-(aminomethyl)-3-fluoroprop-2-en-1-yl]-4-(5-[(E)-2-(4-hydroxyphenyl)vinyl]thiophen-2-ylmethyl)-2,4-dihydro-3H-1,2,4-triazol-3-one hydrochloride